(3-formyl-2-methoxyphenyl)boric acid C(=O)C=1C(=C(C=CC1)OB(O)O)OC